N-((1R)-1-cyclopentyl-2-(2-methyl-1,3-dioxo-4-phenyl-2,8-diazaspiro[4.5]decan-8-yl)-2-oxoethyl)-2-fluoro-5-(trifluoromethyl)benzamide C1(CCCC1)[C@H](C(=O)N1CCC2(C(C(N(C2=O)C)=O)C2=CC=CC=C2)CC1)NC(C1=C(C=CC(=C1)C(F)(F)F)F)=O